N1=CC(=CC=C1)C1=C(C=NN1C=1SC=C(N1)C(=O)O)CC1=CC=C(C=C1)S(N)(=O)=O 2-(5-(pyridin-3-yl)-4-(4-sulfamoylbenzyl)-1H-pyrazol-1-yl)thiazole-4-carboxylic acid